4,5-dihydroxy-4,5-dihydrophthalic acid OC1C=C(C(C(=O)O)=CC1O)C(=O)O